tert-butyl N-(6-chloro-4-fluoro-3-pyridyl)carbamate ClC1=CC(=C(C=N1)NC(OC(C)(C)C)=O)F